C(C)(C)(C)N(C(O)=O)C1=CC(=CC=C1)\C=C\C1=CC=C(C=C1)CO.N(=[N+]=[N-])P(=O)(OC1=CC=CC=C1)OC1=CC=CC=C1 ((azido(phenoxy)phosphoryl)oxy)benzene (E)-tert-butyl-(3-(4-(hydroxymethyl)styryl)phenyl)carbamate